O[C@@H]1[C@H](OC([C@@H]1O)O)CNC(CCC)=O N-[[(2R,3S,4R)-3,4,5-trihydroxytetrahydrofuran-2-yl]methyl]-butanamide